(1R,3S,6S,8R)-7,7-difluorospiro[tricyclo[4.2.1.03,8]nonane-2,2'-[1,3]dioxolane] FC1([C@H]2CC[C@H]3[C@@H]1[C@@H](C2)C32OCCO2)F